C(C)(CC)C1=C(C=C(C=C1)C)N1/C(/SCC1=O)=N/C(=O)NC1=C(C=C(C=C1)C1=NN(C=N1)C1=CC=C(C=C1)C(F)(F)F)F (Z)-1-(3-(2-(sec-butyl)-5-methylphenyl)-4-oxothiazolidin-2-ylidene)-3-(2-fluoro-4-(1-(4-(trifluoromethyl)phenyl)-1H-1,2,4-triazol-3-yl)phenyl)urea